(S)-N-(4-(((8-Bromo-2-(3-hydroxypyrrolidin-1-yl)pyrazolo[1,5-a][1,3,5]triazin-4-yl)amino)methyl)phenyl)-1-fluorocyclopropane-1-carboxamide BrC=1C=NN2C1N=C(N=C2NCC2=CC=C(C=C2)NC(=O)C2(CC2)F)N2C[C@H](CC2)O